C(CCC)[N+]1(C(CCC1)CCO)CCO 1-butyl-1,2-bis(2-hydroxyethyl)pyrrolidinium